C(C)(C)(C)OC(=O)N1C2=C(C(=C1C=1C3=C(C=4N(C1)N=CN4)CCC3)C(C)C)C=C(S2)Br 2-Bromo-5-(8,9-dihydro-7H-cyclopenta[c][1,2,4]triazolo[1,5-a]pyridin-6-yl)-4-isopropyl-6H-thieno[2,3-b]pyrrole-6-carboxylic acid tert-butyl ester